5-(2-fluoro-6-hydroxy-3-((1-propylpiperidin-4-ylidene)methyl)phenyl)-1,2,5-thiadiazolidin-3-one 1,1-dioxide FC1=C(C(=CC=C1C=C1CCN(CC1)CCC)O)N1CC(NS1(=O)=O)=O